C(CCC(=O)OCCOC(C(=C)C)=O)(=O)OCCOC(C(=C)C)=O bis[2-[(2-methyl-acryloyl) oxy] ethyl] succinate